CC(=O)NBr N-bromoacetamide